ClC1=CC(=C(C=C1)NS(=O)=O)F.[Na] sodium N-(4-chloro-2-fluorophenyl)sulfonamide